O1CCC(CC1)C=1N=NN(C1)[C@@H]1CN(C[C@H]1OCC1=CC=C(C=C1)C(F)(F)F)C(C=C)=O 1-(trans-3-(4-(tetrahydro-2H-pyran-4-yl)-1H-1,2,3-triazol-1-yl)-4-(4-(trifluoromethyl)benzyloxy)pyrrolidin-1-yl)prop-2-en-1-one